C(C)C1=C(C(N)(N)CC)C=CC=C1 Diethyldiaminotoluene